C(CCCCCCCCCCCCCCO)O PENTADECANE-1,15-diol